C(C)(=O)O[C@H]1CC[C@@]2([C@H]3CC[C@]4([C@H]([C@@H]3CC=C2C1)CC[C@@H]4[C@@H](CCCC(=O)OC)C)C)C Methyl (5R)-5-[(1R,3aS,3bS,6S,7S,9aR,9bS,11aR)-7-acetoxy-9a,11a-dimethyl-2,3,3a,3b,4,6,7,8,9,9a,9b,10,11,11a-tetradecahydro-1H-cyclopenta[1,2-a]phenanthren-1-yl]hexanoate